(2S,5R)-2-(N-((R)-1-Formylpyrrolidin-3-yl) carbamimidoyl)-7-oxo-1,6-diazabicyclo[3.2.1]octan-6-yl hydrogen sulfate S(=O)(=O)(ON1[C@@H]2CC[C@H](N(C1=O)C2)C(N[C@H]2CN(CC2)C=O)=N)O